C(#N)C=1C=CC(=C(C1)C1=NN=C(O1)C(=O)N[C@H]1CN([C@@H](C1)COC)C#N)C1CC1 5-(5-cyano-2-cyclopropylphenyl)-N-((3R,5s)-1-cyano-5-(methoxymethyl)pyrrolidin-3-yl)-1,3,4-oxadiazole-2-carboxamide